ONC(C1=CC=C(C=C1)S(=O)(=O)N1C=CC2=CC(=CC=C12)OCCCN1CCN(CC1)CC#C)=O N-Hydroxy-4-((5-(3-(4-(prop-2-yn-1-yl)piperazin-1-yl)propoxy)-1H-indol-1-yl)sulfonyl)benzamide